BrC1=CC=CC=2C3=C(OC21)C(=CC=C3)[Si](C3=CC=CC=C3)(C3=CC=CC=C3)C (6-bromodibenzo[b,d]furan-4-yl)(methyl)diphenylsilane